3-(2,6-difluoro-4-(3-hydroxycyclobutyl)phenyl)piperidine-2,6-dione FC1=C(C(=CC(=C1)C1CC(C1)O)F)C1C(NC(CC1)=O)=O